ClC=1C=CC2=C(C=3C(NC(C3C(=C2)C2=C(C(=O)N)C=C(C=C2F)C(F)(F)F)C2=C(C=CC(=C2)F)Cl)=O)C1 (8-chloro-3-(2-chloro-5-fluorophenyl)-1-oxo-2,3-dihydro-1H-benzo[e]isoindol-4-yl)-3-fluoro-5-(trifluoromethyl)benzamide